4-(3-(benzyloxy)cyclobutyl)picolinonitrile C(C1=CC=CC=C1)OC1CC(C1)C1=CC(=NC=C1)C#N